tert-butyl 6-[4-[[(7R)-8-cyclopentyl-7-ethyl-5-methyl-6-oxo-7H-pteridin-2-yl]amino]-3-methoxy-benzoyl]-2,6-diazaspiro[3.3]heptane-2-carboxylate C1(CCCC1)N1[C@@H](C(N(C=2C=NC(=NC12)NC1=C(C=C(C(=O)N2CC3(CN(C3)C(=O)OC(C)(C)C)C2)C=C1)OC)C)=O)CC